(2R,4S)-2-(2-(4-(1,3-dioxoisoindolin-2-yl)butoxy)-5-fluorophenyl)-4-fluoropyrrolidine-1-carboxylic acid tert-butyl ester C(C)(C)(C)OC(=O)N1[C@H](C[C@@H](C1)F)C1=C(C=CC(=C1)F)OCCCCN1C(C2=CC=CC=C2C1=O)=O